N1N=C(C=C1)CC(=O)OC methyl 2-(1H-pyrazol-3-yl)acetate